C[C@@H]1N(C[C@H](NC1)C)C=1C2=C(N=CN1)N(C=C2C2=CC=CC=C2)C=2C=C(C#N)C=CC2 3-(4-((2S,5R)-2,5-dimethylpiperazin-1-yl)-5-phenyl-7H-pyrrolo[2,3-d]pyrimidin-7-yl)benzonitrile